2-{3-[(7-aminoheptyl)oxy]phenyl}acetic acid NCCCCCCCOC=1C=C(C=CC1)CC(=O)O